C(C=C)(=O)O.C(C=C)(=O)O.C(C=C)(=O)O.C(O)C(CC)(CO)CO trimethylol-propane triacrylate